2-(1-benzylpiperidin-4-ylidene)-2-phenylacetonitrile C(C1=CC=CC=C1)N1CCC(CC1)=C(C#N)C1=CC=CC=C1